(1R,5S,6R)-6-(((3,5-difluoropyridin-2-yl)oxy)methyl)-3-azabicyclo[3.1.0]Hexane-3-carboxylic acid tert-butyl ester C(C)(C)(C)OC(=O)N1C[C@H]2C([C@H]2C1)COC1=NC=C(C=C1F)F